2,4-dibromo-5-methoxy-N-(1-(phenylamino)hexan-2-yl)benzenesulfonamide BrC1=C(C=C(C(=C1)Br)OC)S(=O)(=O)NC(CNC1=CC=CC=C1)CCCC